tert-butyl 8-methoxy-5-(3-sulfamoyl benzyl)-2,3,4,5-tetrahydro-1H-pyrido[3,2-b]indole-1-carboxylate COC1=CC=2C3=C(N(C2C=C1)CC1=CC(=CC=C1)S(N)(=O)=O)CCCN3C(=O)OC(C)(C)C